cobalt (II) 2-methoxyethoxide COCC[O-].[Co+2].COCC[O-]